CN1CC(C1)(C)[C@@](C=1C=C(C=NC1)C#C[C@](C)(O)C1=NC(=NC(=C1)OC)C)(C1=CC=C(C=C1)C(C)C)O (S)-4-{5-[(R)-(1,3-Dimethyl-azetidin-3-yl)-hydroxy-(4-isopropyl-phenyl)-methyl]-pyridin-3-yl}-2-(6-methoxy-2-methyl-pyrimidin-4-yl)-but-3-yn-2-ol